FC1=CC(=C(C=C1)C=1C2=C(C(=NC1C=1SC=3CN(CCC3N1)C(=O)OC(C)(C)C)C=1C=NN(C1)C)C=CS2)OC tert-butyl 2-[7-(4-fluoro-2-methoxy-phenyl)-4-(1-methylpyrazol-4-yl)thieno[3,2-c]pyridin-6-yl]-6,7-dihydro-4H-thiazolo[5,4-c]pyridine-5-carboxylate